n-propylcyclobutane-1,3-diol C(CC)C1(CC(C1)O)O